(4-(6-chloro-2-methylpyrimidin-4-yl)piperazin-1-yl)ethanol ClC1=CC(=NC(=N1)C)N1CCN(CC1)C(C)O